4-(1-ethyl-1H-pyrazol-3-yl)cyclohexan-1-one C(C)N1N=C(C=C1)C1CCC(CC1)=O